4-[(3-chloro-2-cyclopropyl-phenyl)methyl]-1-methyl-piperidin-4-ol ClC=1C(=C(C=CC1)CC1(CCN(CC1)C)O)C1CC1